NC=1SC2=C(C1C#N)C(=C(C=C2)F)C=2C1=C(C=3C(=NC(=NC3C2F)OC[C@H]2CN(CCO2)C)N2C3CNCC2C3)COC1 2-Amino-4-[1-(3,6-diazabicyclo[3.1.1]heptan-6-yl)-5-fluoro-3-[[(2R)-4-methylmorpholin-2-yl]methoxy]-7,9-dihydrofuro[3,4-f]quinazolin-6-yl]-5-fluoro-benzothiophene-3-carbonitrile